1,3,5-Tris[2-(3-mercaptobutanoyloxy)ethyl]-1,3,5-triazine-2,4,6(1H,3H,5H)-trione SC(CC(=O)OCCN1C(N(C(N(C1=O)CCOC(CC(C)S)=O)=O)CCOC(CC(C)S)=O)=O)C